BrC=1C(=CC(=C(C#N)C1)NCC1=CC=C(C=C1)OC)C 5-bromo-2-[(4-methoxyphenyl)methylamino]-4-methyl-benzonitrile